C(C1=CC=CC=C1)(=O)OC(CBr)Cl 2-Bromo-1-chloroethyl benzoate